(2-aminophenyl)-4-methyl-2-pentanol NC1=C(C=CC=C1)CC(CC(C)C)O